NC1=NC=CC=C1C(=O)NC1CCC(CC1)NC1=CC=CC=2N1C=C(N2)C(F)F 2-amino-N-[(1s,4s)-4-{[2-(difluoromethyl)imidazo[1,2-a]pyridin-5-yl]amino}cyclohexyl]pyridine-3-carboxamide